1,4-bis(3-(2-amino-3-Propylphenoxy)phenoxy)benzene NC1=C(OC=2C=C(OC3=CC=C(C=C3)OC3=CC(=CC=C3)OC3=C(C(=CC=C3)CCC)N)C=CC2)C=CC=C1CCC